4-chloro-9,9-bis(4-aminophenyl)fluorene 2-(2-chlorophenyl)ethyl-methacrylate ClC1=C(C=CC=C1)CCOC(C(=C)C)=O.ClC1=CC=CC=2C(C3=CC=CC=C3C12)(C1=CC=C(C=C1)N)C1=CC=C(C=C1)N